FC1(CC2(C1)C=C(N(CC2)C(=O)OC(C)(C)C)C2=CC=C(C=C2)C2(COC2)O)F tert-butyl 2,2-difluoro-6-(4-(3-hydroxyoxetan-3-yl) phenyl)-7-azaspiro[3.5]non-5-ene-7-carboxylate